NC=1C2=C(N(N1)C1=CC=CC=C1)SC(=C2)C(=O)OC methyl 3-amino-1-phenyl-1H-thieno[2,3-c]pyrazole-5-carboxylate